CC1=NC(=NC(=C1)C)N[C@@H](CC1=CC=C(C=C1)NS(O)(=O)=O)C=1N=C(SC1)C (S)-4-[2-(4,6-dimethylpyrimidin-2-ylamino)-2-(2-methylthiazol-4-yl)ethyl]Phenyl-sulfamic acid